N4-[2-(6-methyl-2-pyridyl)pyrimidin-4-yl]-N2-[5-(4-piperidyl)-2-pyridyl]pyrimidine-2,4-diamine CC1=CC=CC(=N1)C1=NC=CC(=N1)NC1=NC(=NC=C1)NC1=NC=C(C=C1)C1CCNCC1